N-[(1S,3R)-3-aminocyclopentyl]-4-[2-chloro-4-[[3-[3-(trifluoromethyl)-1H-pyrazol-4-yl]imidazo[1,2-a]pyrazin-8-yl]amino]benzoyl]piperazine-1-carboxamide N[C@H]1C[C@H](CC1)NC(=O)N1CCN(CC1)C(C1=C(C=C(C=C1)NC=1C=2N(C=CN1)C(=CN2)C=2C(=NNC2)C(F)(F)F)Cl)=O